(2-chloro-5-((1-methyl-1H-pyrazol-4-yl)ethynyl)pyridin-4-yl)-3,3-dimethylpiperidin-4-ol ClC1=NC=C(C(=C1)N1CC(C(CC1)O)(C)C)C#CC=1C=NN(C1)C